N-(4-((2-(1,1-difluoroethyl)-6-methylpyrimidin-4-yl)amino)-5-(1,5-dimethyl-1H-pyrazol-3-yl)pyridin-2-yl)acetamide Rhodium(III) [Rh+3].FC(C)(F)C1=NC(=CC(=N1)NC1=CC(=NC=C1C1=NN(C(=C1)C)C)NC(C)=O)C